5-((6-(5-(((5-Chloro-4-(((S)-tetrahydrofuran-3-yl)oxy)pyrimidin-2-yl)oxy)methyl)-1-methyl-1H-1,2,3-triazol-4-yl)-2-methylpyridin-3-yl)oxy)octahydropentalene-1-carboxylic acid ClC=1C(=NC(=NC1)OCC1=C(N=NN1C)C1=CC=C(C(=N1)C)OC1CC2CCC(C2C1)C(=O)O)O[C@@H]1COCC1